O1[C@H](COC2=C1C=CC=C2)C2=CC=C(CN(CC)CC1=CC=C(C(=O)O)C=C1)C=C2 4-{[{4-[(2S)-2,3-dihydro-1,4-benzodioxin-2-yl]benzyl}(ethyl)amino]methyl}benzoic acid